2-(((5-chloro-2-(1H-tetrazol-1-yl) phenyl) amino)-2-oxoacetylamino)-3-(4-(3-(1,1-dioxotetrahydro-2H-thiopyran-4-yl) ureido) phenylpropionamido)-1H-indole-2-carboxylate ClC=1C=CC(=C(C1)NN(C1(NC2=CC=CC=C2C1NC(CCC1=CC=C(C=C1)NC(=O)NC1CCS(CC1)(=O)=O)=O)C(=O)[O-])C(C=O)=O)N1N=NN=C1